6-((2,6-dimethyl-pyrimidin-4-yl)amino)-N-ethoxy-4-((5-fluoro-4-isopropyl-2-(N-methyl-methanesulfonamido)phenyl)amino)nicotinamide CC1=NC(=CC(=N1)NC1=NC=C(C(=O)NOCC)C(=C1)NC1=C(C=C(C(=C1)F)C(C)C)N(S(=O)(=O)C)C)C